C1(CCC1)OC1=CC=C2C(NN=C(C2=C1)CC=1C=CC2=C(C(=NO2)N2CCN(CC2)C(=O)OC(C)(C)C)C1)=O tert-Butyl 4-(5-((7-cyclobutoxy-4-oxo-3,4-dihydrophthalazin-1-yl)methyl)benzo[d]isoxazol-3-yl)piperazine-1-carboxylate